1-(piperidin-4-yl)-3-(4-(trifluoromethoxy)phenyl)urea N1CCC(CC1)NC(=O)NC1=CC=C(C=C1)OC(F)(F)F